8-(2-Isopropoxyphenyl)-6-fluoro-3,4-dihydrobenzo[e][1,2,3]oxathiazine 2,2-dioxide C(C)(C)OC1=C(C=CC=C1)C1=CC(=CC=2CNS(OC21)(=O)=O)F